(2S,3S,4R,5S,6S)-2-(acetoxymethyl)-6-(4-(8-chloro-2-methyl-4-oxoquinazolin-3(4H)-yl)phenoxy)tetrahydro-2H-pyran-3,4,5-triacetic acid C(C)(=O)OC[C@H]1O[C@H]([C@H]([C@@H]([C@@H]1CC(=O)O)CC(=O)O)CC(=O)O)OC1=CC=C(C=C1)N1C(=NC2=C(C=CC=C2C1=O)Cl)C